C(#N)C1N(CCC2=C1C(=NN2C2=CC=C(C=C2)C(C)C)C(C(=O)OCC)C)C(=O)OC(C)(C)C tert-butyl 4-cyano-3-(1-ethoxy-1-oxopropan-2-yl)-1-(4-isopropylphenyl)-1,4,6,7-tetrahydro-5H-pyrazolo[4,3-c]pyridine-5-carboxylate